(7R,14S)-12-bromo-1-hydroxy-6-(methyl-d3)-6,7-dihydro-7,14-methanobenzo[c]pyrimido[1',2':1,5]pyrazolo[4,3-f]azocin-5(14H)-one BrC1=NC=2N(N=C3C2[C@H]2C4=C(C(N([C@@H]3C2)C([2H])([2H])[2H])=O)C=CC=C4O)C=C1